FC1(CCC(CC1)[C@H](NC(=O)C1=NON=C1C)C=1OC2=C(N1)C=C(C=C2)C[C@@H]2C(N[C@@H](C2)C(F)(F)F)=O)F N-((S)-(4,4-difluorocyclohexyl)(5-(((3S,5S)-2-oxo-5-(trifluoromethyl)pyrrolidin-3-yl)methyl)benzo[d]oxazol-2-yl)methyl)-4-methyl-1,2,5-oxadiazole-3-carboxamide